NC1=CC=CC(=N1)S(=O)(=O)NC(=O)C=1C(=NC(=CC1)C1=CC(=CC(=C1)F)OCC)N1C(CC(C1)C)(C)C N-[(6-Amino-2-pyridyl)sulfonyl]-6-(3-ethoxy-5-fluorophenyl)-2-(2,2,4-trimethylpyrrolidin-1-yl)pyridin-3-carboxamid